F[Si](C(C(C(F)(F)F)(F)F)(F)F)(F)F perfluoropropyl-silane